[Si](C)(C)(C(C)(C)C)OCC1=CC(=NC(=C1)N1N=C(C=C1)C1CC1)NC1CCC(CC1)(F)F 4-(((tert-butyldimethylsilyl)oxy)methyl)-6-(3-cyclopropyl-1H-pyrazol-1-yl)-N-(4,4-difluorocyclohexyl)pyridin-2-amine